2-(benzyloxy)-5-bromo-1,3-difluorobenzene C(C1=CC=CC=C1)OC1=C(C=C(C=C1F)Br)F